2-((6-(6-((4-cyano-2-fluorobenzyl)oxy)pyridin-2-yl)-3-azabicyclo[4.1.0]heptan-3-yl)methyl)-4-fluoro-1-(((S)-oxetan-2-yl)methyl)-1H-benzo[d]imidazole-6-carboxylic acid C(#N)C1=CC(=C(COC2=CC=CC(=N2)C23CCN(CC3C2)CC2=NC3=C(N2C[C@H]2OCC2)C=C(C=C3F)C(=O)O)C=C1)F